CC1=C(C=2N(C=C1C1=C(C3=C(N1)SC(=C3C)C3CC(C3)N)C(C)C)N=CN2)C 3-(5-(7,8-dimethyl-[1,2,4]triazolo[1,5-a]pyridin-6-yl)-4-isopropyl-3-methyl-6H-thieno[2,3-b]pyrrol-2-yl)cyclobutan-1-amine